trivinyl-benzene C(=C)C=1C(=C(C=CC1)C=C)C=C